NC([C@@H](C[C@@H]1C(NCC1)=O)C1(N(CC(C1)C)C(=O)C=1NC2=CC=CC(=C2C1)OC)C(=O)N)=O ((S)-2-amino-2-oxo-1-[[(3S)-2-oxopyrrolidin-3-yl]methyl]ethyl)-1-(4-methoxy-1H-indole-2-carbonyl)-4-methyl-pyrrolidine-2-carboxamide